(+)-(3S)-3-[(1R)-4-methyl-3-cyclohexen-1-yl]butanal CC1=CC[C@@H](CC1)[C@H](CC=O)C